COC(=O)C1N(CCNC1)C1=NC(=NC(=C1)C1=CC=C(C=C1)Cl)C=1C=NC=CC1 1-(6-(4-chlorophenyl)-2-(pyridin-3-yl)pyrimidin-4-yl)piperazine-2-carboxylic acid methyl ester